CC1=C(SC=2NC(N(C(C21)=O)[C@H](C(=O)OC(C)(C)C)C)=O)C=2OC=CN2 tert-butyl (S)-2-(5-methyl-6-(oxazol-2-yl)-2,4-dioxo-1,4-dihydrothieno[2,3-d]pyrimidin-3(2H)-yl)propanoate